5-bromo-2,4-dichloro-6,8-difluoroquinazoline BrC1=C2C(=NC(=NC2=C(C=C1F)F)Cl)Cl